7-cyano-1-(oxan-2-yl)indazol-3-ylboronic acid C(#N)C=1C=CC=C2C(=NN(C12)C1OCCCC1)B(O)O